2,2'-di(octadecyloxy)-5,5'-spirobi(1,3,2-dioxaphosphorinane) C(CCCCCCCCCCCCCCCCC)OP1OCC2(CO1)COP(OC2)OCCCCCCCCCCCCCCCCCC